4-(4-((1R,5S)-3,8-Diazabicyclo[3.2.1]octan-3-yl)-8-fluoro-2-(((S)-1-(methyl-d3)pyrrolidin-2-yl)methoxy-d2)pyrido[4,3-d]pyrimidin-7-yl)-5,6-difluoronaphthalen-2-ol [C@H]12CN(C[C@H](CC1)N2)C=2C1=C(N=C(N2)OC([2H])([2H])[C@H]2N(CCC2)C([2H])([2H])[2H])C(=C(N=C1)C1=CC(=CC2=CC=C(C(=C12)F)F)O)F